4-[6-amino-4-ethyl-5-[3-(morpholinomethyl)phenyl]-3-pyridyl]phenol NC1=C(C(=C(C=N1)C1=CC=C(C=C1)O)CC)C1=CC(=CC=C1)CN1CCOCC1